(1R,3S)-3-{3-[(1,2-oxazol-5-ylacetyl)amino]-1H-pyrazol-5-yl}cyclopentyl(2,2-dimethylpropyl)carbamate O1N=CC=C1CC(=O)NC1=NNC(=C1)[C@@H]1C[C@@H](CC1)N(C([O-])=O)CC(C)(C)C